CC=1C=C(C(=O)OC)C=C(C1C)S(=O)(=O)CCOC1OCCCC1 methyl 3,4-dimethyl-5-((2-((tetrahydro-2H-pyran-2-yl)oxy)ethyl)sulfonyl)benzoate